2-amino-4-butyl-5-propylselenazole NC=1[Se]C(=C(N1)CCCC)CCC